N1=NC(=CC2=C1C1=C(OCC2)C=CC=C1)N1N=C(N=C1N)NC=1C=CC2=C(OCCN2CCN(C)C)C1 1-(6,7-dihydro-5H-benzo[2,3]oxepino[4,5-c]pyridazin-3-yl)-N3-(4-(2-dimethylaminoethyl)-(3,4-dihydro-2H-benzo[b][1,4]oxazin-7-yl))-1H-1,2,4-triazole-3,5-diamine